N1C=NC(CC1)=O 5,6-dihydropyrimidine-4(1H)-one